C(CN[C@@H](C1=NC=CC=C1)C1=C(C=CC=C1)O)N[C@@H](C1=NC=CC=C1)C1=C(C=CC=C1)O |r| (+/-)-(R,R/S,S)-2,2'-((ethane-1,2-diylbis(azanediyl))bis(pyridin-2-ylmethylene))diphenol